C(#N)C=1C=C(C=NC1N1CCNCC1)C=1C=C2C(=NC1)NC=C2C(C2=C(C(=CC=C2F)NS(N(C)CC)(=O)=O)F)=O 5-(5-cyano-6-piperazin-1-yl-3-pyridyl)-3-[3-[[ethyl(methyl)sulfamoyl]amino]-2,6-difluoro-benzoyl]-1H-pyrrolo[2,3-b]pyridine